NC=1C(NC(NC1)=S)=O aminothiouracile